ClC=1C=CC(=C(C1)C1=CC2=C(OCCN2C2=CC=NN2)C=N1)F 5-[7-(5-chloro-2-fluorophenyl)-1H,2H,3H-pyrido[3,4-b][1,4]oxazin-1-yl]-1H-pyrazole